4-(2-pentyl-1H-benzo[d]imidazol-1-yl)thiazole-2-carboxamide C(CCCC)C1=NC2=C(N1C=1N=C(SC1)C(=O)N)C=CC=C2